C(C)(C)(C)C=1C=C(C=C(C1OC)C(C)(C)C)C1=C2C=C(CC2=CC=C1)C 4-(3,5-di-tert-butyl-4-methoxyphenyl)-2-methyl-1H-indene